1,1'-(1,4-phenylene)bis(1H-indol-5-amine) C1(=CC=C(C=C1)N1C=CC2=CC(=CC=C12)N)N1C=CC2=CC(=CC=C12)N